2-(1-(azetidin-3-ylmethyl)azetidin-3-yl)ethan-1-ol N1CC(C1)CN1CC(C1)CCO